4-methoxyphenyl-(2-ethyl-3-benzofuranyl) ketone COC1=CC=C(C=C1)C1=CC=CC2=C1C(=C(O2)CC)C(=O)C2=C(OC1=C2C(=CC=C1)C1=CC=C(C=C1)OC)CC